(R)-1-(4-Chloro-2-(piperidin-2-yl)benzyl)-2-thioxo-1,2,3,5-tetrahydro-4H-pyrrolo[3,2-d]pyrimidin-4-one ClC1=CC(=C(CN2C(NC(C3=C2C=CN3)=O)=S)C=C1)[C@@H]1NCCCC1